N1(CCC2(CC1)OCC1=C2C=CC=C1)C=1OC2(C(N1)=O)CC1=C(C=NC(=C1)C(F)(F)F)C2 2'-(1'H,3H-spiro[2-benzofuran-1,4'-piperidin]-1'-yl)-3-(trifluoromethyl)-5,7-dihydro-4'H-spiro[cyclopenta[c]pyridine-6,5'-[1,3]oxazol]-4'-one